CN(C1C[C@H]2CCC[C@@H](C1)N2C(=O)OCCOC)C2=NC(=CC(=N2)NC2=NNC(=C2)C)C2OCCC2 2-methoxyethyl (1R,3s,5S)-3-(methyl(4-((5-methyl-1H-pyrazol-3-yl)amino)-6-(tetrahydrofuran-2-yl)pyrimidin-2-yl)amino)-9-azabicyclo[3.3.1]nonane-9-carboxylate